[Ni].[In].[Sn] tin-indium-nickel